1-(3-furyl)-4-methyl-1-pentanone O1C=C(C=C1)C(CCC(C)C)=O